BrC=1C=C(C(=NC1)N)C(F)(F)F 5-bromo-3-(trifluoromethyl)pyridin-2-amine